COCCN1C[C@H]([C@@H](C1)C1=CC=CC=C1)NC(=O)NC1=C2C(=NN1C=1C=NC=CC1)CCC2 1-(trans-1-(2-methoxyethyl)-4-phenylpyrrolidin-3-yl)-3-(2-(pyridin-3-yl)-2,4,5,6-tetrahydrocyclopenta[c]pyrazol-3-yl)urea